ClC=1C(=C(C(=CC1)C(F)F)C1=CN=CC(=N1)C(=O)NC=1C=NN(C1)[C@@H](C)C1=NC(=C(N=C1)N1C([C@@H]2C[C@@H]2C1)=O)CC)F |o1:24| 6-(3-Chloro-6-(difluoromethyl)-2-fluorophenyl)-N-(1-((S or R)-1-(6-ethyl-5-((1R,5S)-2-oxo-3-azabicyclo[3.1.0]hexan-3-yl)pyrazin-2-yl)ethyl)-1H-pyrazol-4-yl)pyrazine-2-carboxamide